CC1CC=C(NC1)C1=CC=C2C3(C(N(CC2=C1)C1CCN(CC1)C)=O)CC3 7'-(5-methyl-1,4,5,6-tetrahydropyridin-2-yl)-2'-(1-methylpiperidin-4-yl)-1',2'-dihydro-3'H-spiro[cyclopropane-1,4'-isoquinolin]-3'-one